C1N(CC12CNCC2)C(=O)OC(C)(C)C tert-butyl 2,6-diazaspiro[3.4]octane-2-carboxylate